C1[C@H]([C@@H]2[C@H](O1)[C@H](CO2)O)O 1,4-dianhydrosorbitol